BrC=1C=2OCC(N3CCC(C(=CC1F)C32)=O)C 6-bromo-7-fluoro-2-methyl-4-oxa-1-azatricyclo[7.3.1.05,13]trideca-5(13),6,8-trien-10-one